C(#N)C=1C=NN2C1C(=CC(=C2)C=2C=NN(C2)C)/C=C/C2=CC(=C(C=C2)NC(C=C)=O)F (E)-N-(4-(2-(3-cyano-6-(1-methyl-1H-pyrazol-4-yl)pyrazolo[1,5-a]pyridin-4-yl)vinyl)-2-fluorophenyl)acrylamide